methyl (2R)-2-{[(1,2,3,5,6,7-hexahydro-s-indacen-4-yl)carbamoyl]amino}-3-(4-hydroxyphenyl)propanoate C1CCC2=C(C=3CCCC3C=C12)NC(=O)N[C@@H](C(=O)OC)CC1=CC=C(C=C1)O